diallyl-bis-(2-ethoxyethoxy)silane C(C=C)[Si](OCCOCC)(OCCOCC)CC=C